di-iso-propoxydiethylsilane C(C)(C)O[Si](CC)(CC)OC(C)C